C(C1=CC=CC=C1)OC1=CC=CC=2C3NC(N(C(OC21)(C3)C)C=3C=C(C(=O)OC)C=CC3)=O methyl 3-(10-(benzyloxy)-2-methyl-4-oxo-5,6-dihydro-2H-2,6-methanobenzo[g][1,3,5]oxadiazocin-3(4H)-yl)benzoate